pentafluorophenylethyl-ammonium FC1=C(C(=C(C(=C1CC[NH3+])F)F)F)F